NC1=CC2=C(N=C(S2)C(F)(F)F)C=C1C(=O)OC methyl 6-amino-2-(trifluoromethyl)benzo[d]thiazole-5-carboxylate